ClC1=C(C=C2C(=N1)N(C=C2F)COCC[Si](C)(C)C)OC2=C(C(=O)OC)C=CC(=C2)F methyl 2-((6-chloro-3-fluoro-1-((2-(trimethylsilyl) ethoxy) methyl)-1H-pyrrolo[2,3-B]pyridin-5-yl) oxy)-4-fluorobenzoate